N-tosyl-3,6-dibromoindole S(=O)(=O)(C1=CC=C(C)C=C1)N1C=C(C2=CC=C(C=C12)Br)Br